ClC1=C(C=C2C=C(N=CC2=C1)NC(=O)[C@@H]1[C@H](C1)C1=NC(=NO1)C)C1CCN(CC1)[C@]1(COC[C@H]1O)C (1S,2S)-N-(7-chloro-6-(1-((3S,4S)-4-hydroxy-3-methyltetrahydrofuran-3-yl)piperidin-4-yl)isoquinolin-3-yl)-2-(3-methyl-1,2,4-oxadiazol-5-yl)cyclopropane-1-carboxamide